FC(C1=NC=CC(=C1)C1=NOC(=C1)[C@@H](C)N1C(C2=CC=CC=C2C1=O)=O)(F)F 2-[(1R)-1-[3-[2-(trifluoromethyl)-4-pyridyl]isoxazol-5-yl]ethyl]isoindoline-1,3-dione